OC1=C(C=C(C=C1)N1C(C2=CC(=C(C=C2CC1)C1=CC=C(C=C1)C(F)(F)F)OCCN1CCOCC1)=O)NS(=O)(=O)C N-(2-hydroxy-5-(7-(2-morpholinoethoxy)-1-oxo-6-(4-(trifluoromethyl)phenyl)-3,4-dihydroisoquinolin-2(1H)-yl)phenyl)methanesulfonamide